C(C)(C)(C)NC=O N-(t-butyl)formamide